6-bromo-5-methoxy-1,3-benzothiazole BrC1=CC2=C(N=CS2)C=C1OC